CC(CN1N=CC(=C1)C=1C=CC(=NC1C1=CC=2N(C=C1)C=C(N2)C(F)(F)F)C#N)(C)C 5-[1-(2,2-dimethylpropyl)-1H-pyrazol-4-yl]-6-[2-(trifluoromethyl)imidazo[1,2-a]pyridin-7-yl]pyridine-2-carbonitrile